(rac)-((1s,3s)-3-(difluoromethyl)-3-hydroxycyclobutyl)(6-(3-isopropylphenyl)-2-azaspiro[3.4]oct-2-yl)methanone FC(C1(CC(C1)C(=O)N1CC2(C1)C[C@@H](CC2)C2=CC(=CC=C2)C(C)C)O)F |r|